COC(=O)C1CC=C(CC1)C=1C=C2C(=NC(=NC2=CC1OC)C)O 4-(4-hydroxy-7-methoxy-2-methylquinazolin-6-yl)cyclohex-3-ene-1-Carboxylic acid methyl ester